C(N)(=O)CC[C@@H](COC1=CC(=CC=C1)S(=O)(=O)C)NC(OC(C)(C)C)=O Tert-butyl N-[(2S)-4-carbamoyl-1-(3-methanesulfonylphenoxy)butan-2-yl]carbamate